3,5-dimethylnaphthalen-1-ol CC=1C=C(C2=CC=CC(=C2C1)C)O